4-amino-1-(5,6-Dimethoxybenzothien-2-yl)butan-1-one NCCCC(=O)C=1SC2=C(C1)C=C(C(=C2)OC)OC